(R)-2-(3-(cyclopropylamino)-1-phenylpropoxy)-6-methyl-nicotinonitrile C1(CC1)NCC[C@@H](OC1=C(C#N)C=CC(=N1)C)C1=CC=CC=C1